(Z)-Methyl 1-acetyl-3-(((4-(N-(2-bromoethoxy)-N-methylsulfamoyl)phenyl)amino)(phenyl)methylene)-5-methyl-2-oxoindoline-6-carboxylate C(C)(=O)N1C(\C(\C2=CC(=C(C=C12)C(=O)OC)C)=C(\C1=CC=CC=C1)/NC1=CC=C(C=C1)S(N(C)OCCBr)(=O)=O)=O